2-(trifluoromethyl)-5-[[2-[6-[6-(trifluoromethyl)-3-pyridyl]-2-azaspiro[3.3]heptane-2-carbonyl]-2-azaspiro[3.3]heptan-6-yl]methyl]benzonitrile FC(C1=C(C#N)C=C(C=C1)CC1CC2(CN(C2)C(=O)N2CC3(C2)CC(C3)C=3C=NC(=CC3)C(F)(F)F)C1)(F)F